racemic-3-amino-1-butanol N[C@@H](CCO)C |r|